(R)-(1-hydrazino-1-oxoprop-2-yl)carbamic acid tert-butyl ester C(C)(C)(C)OC(N[C@@H](C(=O)NN)C)=O